2-benzyl-2-((6-(4-fluoro-6-vinyl-1H-benzo[d][1,2,3]triazol-1-yl)-1H-indazol-3-yl)methoxy)malonic acid C(C1=CC=CC=C1)C(C(=O)O)(C(=O)O)OCC1=NNC2=CC(=CC=C12)N1N=NC2=C1C=C(C=C2F)C=C